FC1=C2C(=NC=3N(C2=CC=C1)C(=NN3)C)N3CCCC1=C(C=CC=C31)C#CC(C(=O)NC3(CC3)C(F)(F)F)(C)C 4-(1-(6-fluoro-1-methyl-[1,2,4]triazolo[4,3-a]quinazolin-5-yl)-1,2,3,4-tetrahydroquinolin-5-yl)-2,2-dimethyl-N-(1-(trifluoromethyl)cyclopropyl)but-3-ynamide